threono-1,4-lactone C1([C@@H](O)[C@H](O)CO1)=O